2-(3-((5-hydroxy-6-oxo-1,6-dihydropyrimidin-4-yl)methyl)-5-(4-((4-(morpholinomethyl)phenyl)ethynyl)phenyl)-2-oxoimidazolidin-1-yl)acetamide OC1=C(N=CNC1=O)CN1C(N(C(C1)C1=CC=C(C=C1)C#CC1=CC=C(C=C1)CN1CCOCC1)CC(=O)N)=O